CC(CNC1=NC=C(C=N1)B1OC(C(O1)(C)C)(C)C)CC N-(2-methylbutyl)-5-(4,4,5,5-tetramethyl-1,3,2-dioxaborolan-2-yl)pyrimidin-2-amine